ClC1=NC=CC(=C1)NC1CC1 2-chloro-N-cyclopropylpyridin-4-amine